Ethyl-N-methyl-2-(naphthalen-1-yl)ethan-1-amine C(C)C(CC1=CC=CC2=CC=CC=C12)NC